COC1=CC=C2C=3C=C(C(=CC3NC2=C1)B1OC(C(O1)(C)C)(C)C)C 7-methoxy-3-methyl-2-(4,4,5,5-tetramethyl-1,3,2-dioxaborolan-2-yl)-9H-carbazole